ClC=1C=C2C(=NC1OC)C=C(N2C)C2=NN(C(=N2)C(C(F)(F)F)OC)CC2=CC=C(C=C2)OC 6-chloro-5-methoxy-2-(1-(4-methoxybenzyl)-5-(2,2,2-trifluoro-1-methoxyethyl)-1H-1,2,4-triazol-3-yl)-1-methyl-1H-pyrrolo[3,2-b]pyridine